OCCCN1N=CC(=C1)C=1C=CC(=NC1)CN1C=CC2=CC=CC(=C12)C(=O)NC1(CC1)C12CC(C1)(C2)C(=O)O 3-(1-(1-((5-(1-(3-Hydroxypropyl)-1H-pyrazol-4-yl)pyridin-2-yl)methyl)-1H-indole-7-carboxamido)cyclopropyl)bicyclo[1.1.1]pentane-1-carboxylic Acid